F[C@@H](CN)COC (S)-2-fluoro-3-methoxypropan-1-amine